O=C1NC2(CN(C2)C(=O)OCCCC)CNC1 Butyl 6-oxo-2,5,8-triazaspiro[3.5]nonane-2-carboxylate